2-(3-fluoro-4-hydroxy-5-(2-methyl-1H-benzimidazol-5-yl)phenyl)acetonitrile FC=1C=C(C=C(C1O)C1=CC2=C(NC(=N2)C)C=C1)CC#N